(R)-8-(5-(tert-butyl)-4-chlorothiazol-2-yl)-9a-fluoro-9-oxooctahydro-2H-pyrazino[1,2-a]pyrazine-2-carbonitrile C(C)(C)(C)C1=C(N=C(S1)N1C([C@]2(N(CCN(C2)C#N)CC1)F)=O)Cl